methylquinoxalinone CC=1C(NC2=CC=CC=C2N1)=O